8-(1-acetyl-1,2,3,6-tetrahydropyridin-4-yl)-N-(1-cyanocyclopropyl)-3-(5-(trifluoromethyl)-1,3,4-thiadiazol-2-yl)imidazo[1,5-a]pyridine-6-sulfonamide C(C)(=O)N1CCC(=CC1)C=1C=2N(C=C(C1)S(=O)(=O)NC1(CC1)C#N)C(=NC2)C=2SC(=NN2)C(F)(F)F